5-(4-(6-(Cycloheptylamino)pyridin-3-yl)-2-fluoro-6-hydroxyphenyl)-1,2,5-thiadiazolidin-3-one-1,1-dioxide C1(CCCCCC1)NC1=CC=C(C=N1)C1=CC(=C(C(=C1)O)N1CC(NS1(=O)=O)=O)F